N-[3-[4'-((3-fluorooxetane-3-yl)methoxy)-4,5,5',6'-tetrahydro-2H-spiro[furan-3,8'-pyrano[3,4-b]pyridin]-2'-yl]-1H-pyrrolo[2,3-c]pyridin-5-yl]acetamide FC1(COC1)COC1=C2C(=NC(=C1)C1=CNC3=CN=C(C=C31)NC(C)=O)C3(OCC2)COCC3